C(#N)OC1=CC(=CC2=CC=CC=C12)OC#N 1,3-dicyanooxynaphthalene